1-[1-(tert-Butoxycarbonyl)azetidin-3-yl]-5-methyl-1,2,3-triazole-4-carboxylic acid C(C)(C)(C)OC(=O)N1CC(C1)N1N=NC(=C1C)C(=O)O